ethyl 2-[4-[8-[4-[2-(2-aminoethoxy) ethylcarbamoyl]-3-ethylanilino]imidazo[1,2-a]pyrazin-3-yl]-3-(trifluoromethyl) pyrazol-1-yl]acetate formate C(=O)O.NCCOCCNC(=O)C1=C(C=C(NC=2C=3N(C=CN2)C(=CN3)C=3C(=NN(C3)CC(=O)OCC)C(F)(F)F)C=C1)CC